C1(CC1)C1=CC(=NN1)NC1=NC(=NC(=C1)N1CCN(CC1)C)OC=1C(=C2C=C(NC2=C(C1)F)C)F N-(5-cyclopropyl-1H-pyrazol-3-yl)-2-[(4,7-difluoro-2-methyl-1H-indol-5-yl)oxy]-6-(4-methylpiperazin-1-yl)pyrimidin-4-amine